C1(CCCCC1)CO[Si](OC)(OC)CCCN cyclohexyl-3-aminopropyltrimethoxysilane